di(1-hexyl) phosphate P(=O)(OCCCCCC)(OCCCCCC)[O-]